methyl 4-[3-[2,6-dichloro-4-(1,6-diazaspiro[3.3]heptan-6-yl)benzoyl]-2,4-dihydro-1,3-benzoxazine-8-yl]-5-fluoro-2-(3-oxa-8-azabicyclo[3.2.1]octan-8-yl)benzoate ClC1=C(C(=O)N2COC3=C(C2)C=CC=C3C3=CC(=C(C(=O)OC)C=C3F)N3C2COCC3CC2)C(=CC(=C1)N1CC2(CCN2)C1)Cl